NC=1C(=NC=CC1C(C)=O)C 1-(3-amino-2-methylpyridin-4-yl)ethan-1-one